N-oleoyl-valine C(CCCCCCC\C=C/CCCCCCCC)(=O)N[C@@H](C(C)C)C(=O)O